NC=1N=NC(=CC1N1C[C@H](CCC1)C1=CC=C(C(=O)N2CCC(CC2)(F)CN2CCC(CC2)N2C=CC3=C(C=CC=C23)N2C(NC(CC2)=O)=O)C=C1)C1=C(C=CC=C1)O (R)-1-(1-(1-((1-(4-(1-(3-amino-6-(2-hydroxyphenyl)pyridazin-4-yl)piperidin-3-yl)benzoyl)-4-fluoropiperidin-4-yl)methyl)piperidin-4-yl)-1H-indol-4-yl)dihydropyrimidine-2,4(1H,3H)-dione